C(C)(C)N1C(=NC=C1)C(=O)O 1-isopropylimidazole-2-carboxylic acid